NC1=C(C=C(C=C1)O)C1=NC(=NC=C1)NC1=CC=C(C=C1)C(F)(F)F 4-amino-3-(2-((4-(trifluoromethyl)phenyl)amino)pyrimidin-4-yl)phenol